C(C)(C)(C)OC(=O)N1C=CN(C=C1)CC1=CC=CC=C1 4-benzyl-1,4-diazine-1-carboxylic acid tert-butyl ester